tert-butyl 6-(((tert-butoxy)carbonyl)amino)-2-((6-((4-fluorophenyl)(methyl)carbamoyl)-2-oxo-1,2-dihydropyridin-1-yl)methyl)-5-methyl-1H-pyrrolo[2,3-b]pyridine-1-carboxylate C(C)(C)(C)OC(=O)NC1=C(C=C2C(=N1)N(C(=C2)CN2C(C=CC=C2C(N(C)C2=CC=C(C=C2)F)=O)=O)C(=O)OC(C)(C)C)C